C(C)OC(\C=C\C1=NC=CC=C1)=O (E)-3-(2-pyridinyl)prop-2-enoic acid ethyl ester